1-(2-(1H-pyrazolo[3,4-b]pyridine-4-carbonyl)-2-azaspiro[3.3]heptan-6-yl)-1-methyl-3-(3-(trifluoromethyl)phenyl)urea N1N=CC2=C1N=CC=C2C(=O)N2CC1(C2)CC(C1)N(C(=O)NC1=CC(=CC=C1)C(F)(F)F)C